7-Bromo-4-chloro-1H-indazole BrC=1C=CC(=C2C=NNC12)Cl